FC(CN1N=CC=2C1=NC(=CN2)N2CC1(C2)CN(CCC1)C=1C=NC=C(C1)C(F)(F)F)F 2-[1-(2,2-difluoroethyl)-1H-pyrazolo[3,4-b]pyrazin-6-yl]-6-[5-(trifluoromethyl)pyridin-3-yl]-2,6-diazaspiro[3.5]nonane